(2s,3s)-2-amino-N-(2-benzoyl-4-bromophenyl)-3-ethylpentanamide N[C@H](C(=O)NC1=C(C=C(C=C1)Br)C(C1=CC=CC=C1)=O)C(CC)CC